BrC=1C=CC=C2C(=CNC12)C=O 7-BROMO-3-FORMYL-1H-INDOLE